C(C)(C)(C)OC(C1=C(C=C(C(=C1)F)N1N=C(N(C1=O)CC)COCC1=CC=CC=C1)\C=C\OCC)=O (E)-4-(3-((benzyloxy)methyl)-4-ethyl-5-oxo-4,5-dihydro-1H-1,2,4-triazol-1-yl)-2-(2-ethoxyvinyl)-5-fluorobenzoic acid tert-butyl ester